3-(4-{4-[(2S)-1-(3-methoxy-4-nitrobenzoyl)piperidin-2-yl]buta-1,3-diyn-1-yl}-1-oxo-3H-isoindol-2-yl)piperidine-2,6-dione COC=1C=C(C(=O)N2[C@@H](CCCC2)C#CC#CC2=C3CN(C(C3=CC=C2)=O)C2C(NC(CC2)=O)=O)C=CC1[N+](=O)[O-]